1-(2-((2S,4R)-2-((6-bromopyridin-2-yl)carbamoyl)-4-fluoropyrrolidin-1-yl)-2-oxoethyl)-4-(2-(methylamino)quinazolin-6-yl)-1H-pyrazole-3-carboxamide BrC1=CC=CC(=N1)NC(=O)[C@H]1N(C[C@@H](C1)F)C(CN1N=C(C(=C1)C=1C=C2C=NC(=NC2=CC1)NC)C(=O)N)=O